C(C)OC1=CC=C(C=C1)C1=CC(=C(C=C1)C1=NC2=CC=C(C=C2C(=C1)C(=O)O)F)C 2-(4'-ethoxy-3-methyl-[1,1'-biphenyl]-4-yl)-6-fluoroquinoline-4-carboxylic acid